Cl.ClC=1C=C(C=CC1)C1=NN(C2=C1C(N(CC2)C2=CC=C1CCNCC1=C2)=O)CC2=CC=C(C=C2)OC 3-(3-chlorophenyl)-1-[(4-methoxyphenyl)methyl]-5-(1,2,3,4-tetrahydroisoquinolin-7-yl)-6,7-dihydropyrazolo[4,3-c]pyridin-4-one hydrochloride